FC(C=1C=C(C(=C(C#N)C1)C)OC1=C(N=CN(C1=O)CC=1C(NC=CC1)=O)C(F)(F)F)F 5-(difluoromethyl)-2-methyl-3-((6-oxo-1-((2-oxo-1,2-dihydropyridin-3-yl)methyl)-4-(trifluoromethyl)-1,6-dihydropyrimidin-5-yl)oxy)benzonitrile